C(C)(=O)OC[C@H]1O[C@@H]([C@@H]([C@H]([C@H]1OCC1=CC=CC=C1)OCC1=CC=CC=C1)OCC1=CC=CC=C1)C=C ((2R,3S,4R,5S,6R)-3,4,5-tris(benzyloxy)-6-vinyltetrahydro-2H-pyran-2-yl)methyl acetate